ClC=1N=C(C2=C(N1)N(C=C2)COCC[Si](C)(C)C)OC=2C=CC(=C1CCC(C21)=O)C 7-((2-chloro-7-((2-(trimethylsilyl)ethoxy)methyl)-7H-pyrrolo[2,3-d]pyrimidin-4-yl)oxy)-4-methyl-2,3-dihydro-1H-inden-1-one